N1CCC2(CC1)CC1=C(C=NC=C1)[C@H]2N (S)-5,7-dihydrospiro[cyclopenta[c]pyridine-6,4'-piperidine]-7-amine